2-fluoro-N-(4-methylpiperidin-4-yl)-6-(2H-1,2,3-triazol-2-yl)benzene FC1=CC(=CC=C1)N1N(C=CN1)C1(CCNCC1)C